(+)-pinene-2,3-diol C1=2C(C(CC(C1(C)C)C2)O)(C)O